lithium 2-(5-(2-(1,3-dioxolan-2-yl)-3-((4-methoxybenzyl)oxy)phenyl)thiazol-2-yl)acetate O1C(OCC1)C1=C(C=CC=C1OCC1=CC=C(C=C1)OC)C1=CN=C(S1)CC(=O)[O-].[Li+]